methyl (S)-2-amino-3-hydroxy-2-methylpropionate hydrochloride Cl.N[C@](C(=O)OC)(CO)C